BrC1=CC(=C(C=C1C)C)Br dibromo-m-xylene